C1(CC1)C=1C2=C(C(NC1)=O)NC(=C2)C(=O)OCC ethyl 4-cyclopropyl-7-oxo-1,6-dihydropyrrolo[2,3-c]pyridine-2-carboxylate